NC1=C(C(=NN1[C@@H](C(F)(F)F)C)C1=C2C=CNC2=C(C=C1)CNC(C1=C(C=CC(=C1)F)OC)=O)C(=O)N (R)-5-amino-3-(7-((5-fluoro-2-methoxybenzamido)methyl)-1H-indol-4-yl)-1-(1,1,1-trifluoropropan-2-yl)-1H-pyrazole-4-carboxamide